3-(3-Chloro-4-fluorophenyl)-1-methyl-1-(4-oxo-4,6,8,9-tetrahydro-5H-pyrano[3,4-b]thieno[2,3-d]pyridin-9-yl)urea ClC=1C=C(C=CC1F)NC(N(C1COCC=2NC(C3=C(C21)SC=C3)=O)C)=O